C1(CCC1)N[C@@H]1CN(CC1)C1=CC=C(N=N1)C1=C(C=C(C(=C1)F)C=1C=NC(=CC1)C)O 2-{6-[(3S)-3-(cyclobutylamino)pyrrolidin-1-yl]pyridazin-3-yl}-4-fluoro-5-(6-methylpyridin-3-yl)phenol